C(C)(=O)N1CCC(CC1)N1N=C(C=CC1=O)C(=O)N[C@H](C)C1=CC(=CC=C1)Cl 1-(1-acetyl-4-piperidinyl)-N-[(1R)-1-(3-chlorophenyl)ethyl]-6-oxo-pyridazine-3-carboxamide